FC1=C(C#N)C=CC(=C1)C1=CC(=NN1C1=CC=C(C=C1)OC)NCC1CNCCC1 2-fluoro-4-(1-(4-methoxyphenyl)-3-((piperidin-3-ylmethyl)amino)-1H-pyrazol-5-yl)benzonitrile